C(O)C(C(=O)[O-])(CC)CO.[La+3].C(O)C(C(=O)[O-])(CC)CO.C(O)C(C(=O)[O-])(CC)CO lanthanum 2,2-dimethylolbutyrate